N-[(2S,3R)-4,4-difluoro-2-[(2-fluoro-3'-methoxy[1,1'-biphenyl]-3-yl)methyl]-1-(1-hydroxycyclobutane-1-carbonyl)pyrrolidin-3-yl]ethanesulfonamide FC1([C@@H]([C@@H](N(C1)C(=O)C1(CCC1)O)CC=1C(=C(C=CC1)C1=CC(=CC=C1)OC)F)NS(=O)(=O)CC)F